CC=1C=C(C=C(C1O)C)C(CCCCCCCCCCCC)C1=CC(=C(C(=C1)C)O)C 1,1-bis(3,5-dimethyl-4-hydroxyphenyl)tridecane